C(=O)(OCC1C2=CC=CC=C2C2=CC=CC=C12)N[C@H](CC(=O)O)C1=C(C=CC=C1)[N+](=O)[O-] (R)-3-(Fmoc-amino)-3-(2-nitrophenyl)propionic acid